CC1=CN=CC(=N1)C2=CC=CO2 2-(2'-furyl)-6-methylpyrazine